2-Methyl-4-oxo-2,4,5,6-tetrahydrocyclopenta[c]pyrrole-1-carboxylic acid ethyl ester C(C)OC(=O)C=1N(C=C2C1CCC2=O)C